C1(CCCCC1)[C@@H](C(=O)N1[C@@H](CCC1)C=1SC=C(N1)C(C1=CC=C(C=C1)F)=O)NC(C(=C)NC)=O (2S)-N-[(1S)-1-cyclohexyl-2-[(2S)-2-[4-(4-fluorobenzoyl)-1,3-thiazol-2-yl]pyrrolidin-1-yl]-2-oxoethyl]-2-(methylamino)propenamide